(R)-8-fluoro-6-isopropyl-6H-isochromeno[3,4-d]pyrimidin-3-ol FC=1C=CC2=C(C1)[C@H](OC1=NC(=NC=C12)O)C(C)C